1-((6,6-bis(octyloxy)hexanoyl)oxy)pentadecan-3-yl-1,3-dimethylpyrrolidine-3-carboxylate C(CCCCCCC)OC(CCCCC(=O)OCCC(CCCCCCCCCCCC)OC(=O)C1(CN(CC1)C)C)OCCCCCCCC